(3R)-7-((2S,5R)-4-acryloyl-2,5-dimethylpiperazin-1-yl)-3-((dimethylamino)methyl)-10-(2-fluoro-6-hydroxyphenyl)-5-oxo-3,5-dihydro-2H-[1,4]oxazino[2,3,4-ij]quinoline-6-carbonitrile C(C=C)(=O)N1C[C@@H](N(C[C@H]1C)C1=C(C(N2C3=C(C(=CC=C13)C1=C(C=CC=C1O)F)OC[C@H]2CN(C)C)=O)C#N)C